8-((2-chlorothiazol-5-yl)methyl)-3-(prop-2-yn-1-yl)pyrido[2,3-d]pyrimidine-2,4(3H,8H)-dione ClC=1SC(=CN1)CN1C=CC=C2C1=NC(N(C2=O)CC#C)=O